FC1=C(C(=O)OCC)C=C(C=C1F)F ethyl 2,3,5-trifluorobenzoate